(3-sulfopropyloxy)benzophenone, sodium salt [Na+].S(=O)(=O)([O-])CCCOC1=C(C(=O)C2=CC=CC=C2)C=CC=C1